C(=O)[O-].C(C)[N+]1=CC=C(C=C1)C=O ethyl-4-formylpyridinium formate